5,5'-divinyl-2,2'-bithiophene C(=C)C1=CC=C(S1)C=1SC(=CC1)C=C